(E)-3-(5-(ethoxycarbonyl)-2-methylphenyl)acrylic acid C(C)OC(=O)C=1C=CC(=C(C1)/C=C/C(=O)O)C